4-cyclopropyl-3-(N-(2-(3-hydroxyazetidin-1-yl)-5-(tetrazol-1-yl)phenyl)sulfamoyl)benzoic acid C1(CC1)C1=C(C=C(C(=O)O)C=C1)S(NC1=C(C=CC(=C1)N1N=NN=C1)N1CC(C1)O)(=O)=O